6-chloro-7-(2-{[(3-chloro-6-methoxy-pyridin-2-yl)oxy]methyl}-3,3-dimethyl-pyrrolidin-1-yl)-1-{6-[3-(dimethyl-amino)azetidin-1-yl]pyridin-3-yl}-4-oxoquinoline-3-carboxylic acid ClC=1C=C2C(C(=CN(C2=CC1N1C(C(CC1)(C)C)COC1=NC(=CC=C1Cl)OC)C=1C=NC(=CC1)N1CC(C1)N(C)C)C(=O)O)=O